1-Benzyl ((1r,4r)-4-(2-(1,3-dioxoisoindolin-2-yl)ethoxy)cyclohexyl)(methyl)carbamate O=C1N(C(C2=CC=CC=C12)=O)CCOC1CCC(CC1)N(C(OCC1=CC=CC=C1)=O)C